FC1=C(C=CC(=C1C)F)C=1C=C2C(=NC1)N(C(N2CC=2C=NC=NC2)=O)C 6-(2,4-difluoro-3-methyl-phenyl)-3-methyl-1-(pyrimidin-5-ylmethyl)imidazo[4,5-b]pyridin-2-one